2-(3-bromo-2-fluoro-phenyl)-2,2-difluoro-N,N-dimethyl-acetamide BrC=1C(=C(C=CC1)C(C(=O)N(C)C)(F)F)F